trans-1-((4-((S)-3-(3-cyano-5-fluorophenyl)isoxazolidine-2-carbonyl)cyclohexyl)methyl)-1H-benzo[d]imidazole-5-carbonitrile C(#N)C=1C=C(C=C(C1)F)[C@H]1N(OCC1)C(=O)[C@@H]1CC[C@H](CC1)CN1C=NC2=C1C=CC(=C2)C#N